C(C1CO1)OCCOCCC[Si](OC)(OC)OC (beta-glycidyloxyethoxy)propyltrimethoxysilane